O.O[C@H]1[C@H](O)[C@H](O)[C@@H](O)[C@@H](O1)C α-L-rhamnose monohydrate